C(C)C(C=C)=CCC=C(CCC=C(CC)C)CC 3,7-Diethyl-11-methyltrideca-1,3,6,10-tetraene